8-chloro-adenosine ClC=1N([C@H]2[C@H](O)[C@H](O)[C@@H](CO)O2)C=2N=CN=C(C2N1)N